[C@H]1([C@H](O)[C@@H](O)[C@H](O)[C@H](O1)CO)OC(CO)CO 2-O-(alpha-D-glucopyranosyl)-sn-glycerol